Cl.CN(C1=CC=C(C=C1)B(O)O)C 4-DIMETHYLAMINOPHENYLBORONIC ACID HYDROCHLORIDE